Cl.C1(CC1)CN1C(C2=CC(=CC=C2CC1)N(C)C1=C(C#N)C=CC=C1)C ((2-(1-cyclopropylmethyl)-1-methyl-1,2,3,4-tetrahydroisoquinolin-7-yl)(methyl)amino)benzonitrile hydrochloride